4-[4-(hydroxymethyl)phenoxy]piperidine-1-carboxylic acid 2-trimethylsilylethyl ester C[Si](CCOC(=O)N1CCC(CC1)OC1=CC=C(C=C1)CO)(C)C